ClC1(C(NC2=C(C=CC=C12)C(C1=CC=C(C=C1)Br)=O)=O)Cl 3,3-dichloro-7-(4-bromobenzoyl)-1,3-dihydro-2H-indol-2-one